Cl.NC=1C(=NC(=CN1)C=1C=NN(C1)C1CCN(CC1)CCCN1CCNCC1)C(=O)O[C@@H](C(NC=1C=C(C=CC1)C)=O)C1=CC=CC=C1 (R)-2-oxo-1-phenyl-2-(m-tolylamino)ethyl 3-amino-6-(1-(1-(3-(piperazin-1-yl)propyl)piperidin-4-yl)-1H-pyrazol-4-yl)pyrazine-2-carboxylate hydrochloride